C(=O)(O)[C@H](CC(=O)N1CC2=CC(=C(C=C2C1)OCCCOC=1C=C2CN(CC2=CC1C=C)C(C[C@@H](C(=O)O)C)=O)OC)C (S)-4-(5-(3-((2-((S)-3-carboxybutanoyl)-6-methoxyisoindolin-5-yl)oxy)propoxy)-6-vinylisoindolin-2-yl)-2-methyl-4-oxobutanoic acid